BrC1=C(C=C2C(=NC(=NC2=C1F)OC[C@H]1N(CCC1)C)N1C[C@H](N(C[C@@H]1C)C(=O)OC(C)(C)C)C)C(F)(F)F tert-butyl (2r,5S)-4-[7-bromo-8-fluoro-2-[[(2S)-1-methylpyrrolidin-2-yl] methoxy]-6-(trifluoromethyl) quinazolin-4-yl]-2,5-dimethyl-piperazine-1-carboxylate